2-(1,3-dioxo-6-(phenylethynyl)-1H-benzo[de]isoquinolin-2(3H)-yl)-N,N,N-trimethylethan-1-aminium O=C1N(C(C2=C3C(C=CC=C13)=C(C=C2)C#CC2=CC=CC=C2)=O)CC[N+](C)(C)C